FC(OC1=CC=C(C=C1)NCC(=O)O)(F)F (4-(trifluoromethoxy)phenyl)glycine